3-mercaptopropionic acid disodium salt [Na+].[Na+].SCCC(=O)[O-].SCCC(=O)[O-]